ethyl (6R,8aR)-1-oxooctahydropyrrolo[1,2-a]pyrazine-6-carboxylate O=C1[C@@H]2N(CCN1)[C@H](CC2)C(=O)OCC